C1(CC1)N1C=C(C(C2=CC(=C(C=C12)O)F)=O)CN(CC1=CC(=NC=C1)C)[C@@H]1CN(CCC1)C=1C=NC(=CC1)C 1-cyclopropyl-6-fluoro-7-hydroxy-3-({[(3S)-1-(6-methyl-pyridin-3-yl)piperidin-3-yl][(2-methyl-pyridin-4-yl)methyl]amino}methyl)-1,4-dihydroquinolin-4-one